OCCCCCCCC(=O)OC(C)(C)C tert-Butyl 8-hydroxyoctanoate